C(CCCCCCCCCCC)C(C(C(=O)[O-])S(=O)(=O)O)(C(=O)[O-])CCCCCCCCCCCC.[Na+].[Na+] sodium dilauryl-sulfosuccinate salt